S1C(=NC=C1)C=1NC=CCN1 2-(thiazol-2-yl)-1,4-dihydropyrimidine